C(C)(C)(C)OC(=O)N1CCN(CC1)C1=CC=C(C=C1)C(NC1=CC=C(C=C1)F)=O 4-(4-((4-Fluorophenyl)carbamoyl)phenyl)piperazine-1-carboxylic acid tert-butyl ester